2-((4-Fluoro-2-methoxy-5-nitrophenyl)amino)-4-(1-methyl-1H-indol-4-yl)pyrimidine FC1=CC(=C(C=C1[N+](=O)[O-])NC1=NC=CC(=N1)C1=C2C=CN(C2=CC=C1)C)OC